methyl 2-(4-chlorophenyl)-2-((3-(2-hydroxy-ethoxy)-5-methoxyphenyl)amino)acetate ClC1=CC=C(C=C1)C(C(=O)OC)NC1=CC(=CC(=C1)OC)OCCO